2-fluoro-4-(3-(2-methyl-2H-indazol-6-yl)-6-(4-(methylamino)piperidin-1-yl)pyrazin-2-yl)benzonitrile FC1=C(C#N)C=CC(=C1)C1=NC(=CN=C1C=1C=CC2=CN(N=C2C1)C)N1CCC(CC1)NC